C(C1=CC=CC=C1)N1CC2(C(C1)C(=O)OC)CCN(CC2)CC2=CNC1=CC=C(C=C21)F methyl 2-benzyl-8-((5-fluoro-1H-indol-3-yl)methyl)-2,8-diazaspiro[4.5]decane-4-carboxylate